tert-butyl 2-(2-((7-iodo-5-(phenoxymethyl)benzofuran-2-yl)methoxy)phenyl)acetate IC1=CC(=CC=2C=C(OC21)COC2=C(C=CC=C2)CC(=O)OC(C)(C)C)COC2=CC=CC=C2